[N+](=O)([O-])C=1SC(=C(C1C1=CC2=C(S1)C=CC=C2)C2=CC1=C(S2)C=CC=C1)[N+](=O)[O-] 2,2'-(2,5-dinitrothiophene-3,4-diyl)bis(benzo[b]thiophene)